N,N-dimethyl-ethyl-cyclohexyl-ammonium hydroxide [OH-].C[N+](C)(C1CCCCC1)CC